C1(=CC=CC1)CCOCC[NH3+] 2-(2-(cyclopent-1,3-dien-1-yl)ethoxy)ethan-1-aminium